C1(CCCCCCC1)NC(=O)C=1NC=C(C1)C1=C(C=NC=C1)Cl N-cyclooctyl-4-(3-chloropyridin-4-yl)-1H-pyrrole-2-carboxamide